N-(3-(4-iodophenyl)isoxazol-5-yl)-4-methoxybenzamide IC1=CC=C(C=C1)C1=NOC(=C1)NC(C1=CC=C(C=C1)OC)=O